ClC=1C=C(OC2CCC(CC2)NC(=O)C=2N=NC(=CC2)N2CCC(CC2)O)C=CC1C#N 6-(4-hydroxypiperidin-1-yl)-pyridazine-3-carboxylic acid [4-(3-chloro-4-cyano-phenoxy)-cyclohexyl]-amide